COC([C@@H](C)OC1=CC=C(C=C1)O)=O R-p-hydroxyphenoxypropionic acid methyl ester